5-Amino-3-[2-(2,4-difluoro-phenoxy)-ethyl]-1-ethyl-8-furan-2-yl-1,3-dihydro-[1,2,4]triazolo[5,1-i]purin-2-one NC=1N2C(C=3N(C(N(C3N1)CCOC1=C(C=C(C=C1)F)F)=O)CC)=NC(=N2)C=2OC=CC2